bromo-3-fluoro-2-((2-fluoro-4-(trimethylsilyl)phenyl)amino)benzoic acid BrC1=C(C(=C(C(=O)O)C=C1)NC1=C(C=C(C=C1)[Si](C)(C)C)F)F